FC1(CCN(CC1)C(=O)C=1C=CC(=NC1)C=1C=C(C2=C(C=C(O2)CNC(\C=C\C=2C=NC=CC2)=O)C1)C1=CC(=CC=C1)F)F (E)-N-((5-(5-(4,4-difluoro-piperidine-1-carbonyl)pyridin-2-yl)-7-(3-fluoro-phenyl)benzofuran-2-yl)methyl)-3-(pyridin-3-yl)acrylamide